N-(3-((1R,2S,3S,4S)-2,3-dihydroxy-4-(2-hydroxyethoxy)cyclopentyl)-5-(propylthio)-3H-[1,2,3]triazolo[4,5-d]pyrimidin-7-yl)carboxamide O[C@H]1[C@@H](C[C@@H]([C@H]1O)OCCO)N1N=NC2=C1N=C(N=C2NC=O)SCCC